4-fluoro-7-isopropyl-2-methyl-6-(4,4,5,5-tetramethyl-1,3,2-dioxaborolan-2-yl)-1H-benzo[d]imidazole FC1=CC(=C(C=2NC(=NC21)C)C(C)C)B2OC(C(O2)(C)C)(C)C